C(#N)C=1C=NC2=C(C=CC(=C2C1)N1C[C@H](N([C@H](C1)C)C(=O)OC(C)(C)C)C)C(NC=1C=C(C=2N(C1)C=C(N2)C)F)=O tert-butyl (2R,6S)-4-[3-cyano-8-[(8-fluoro-2-methyl-imidazo[1,2-a]pyridin-6-yl)carbamoyl]-5-quinolyl]-2,6-dimethyl-piperazine-1-carboxylate